tert-butyl (2-(5,6-dimethyl-6H-pyrido[4,3-b]carbazole-1-carboxamido) ethyl)carbamate CC1=C2C(=CC=3C=4C=CC=CC4N(C13)C)C(=NC=C2)C(=O)NCCNC(OC(C)(C)C)=O